C(C)N1C(=CC2=CC=CC=C12)C1=NC2=C(N1C)C(=CC(=C2)C(=O)N2CC(CC2)NC(OC(C)(C)C)=O)OC tert-butyl (1-(2-(1-ethyl-1H-indol-2-yl)-7-methoxy-1-methyl-1H-benzo[d]imidazole-5-carbonyl)pyrrolidin-3-yl)carbamate